C(CCCCCCC)N(C1=CC=C(C=C1)C(=O)C1=CC=C(C=C1)N(CCCCCCCCCCCCCCCC)CCCCCCCC)CCCCCCCCCCCCCCCC bis(4-(n-octyl-n-hexadecylamino) phenyl) ketone